FC1=C2C=C(NC2=CC=C1OC1=NC=NC2=CC(=C(C=C12)OC)OCCCN1CCCC1)C 4-[(4-fluoro-2-methyl-1H-indol-5-yl)oxy]-6-methoxy-7-[3-(pyrrolidin-1-yl)propoxy]quinazoline